FC(C=1N=COC1C(=O)N1[C@@H](C2=C(CC1)NC=N2)C2=NN1C(C=CC=C1C(F)(F)F)=C2)F (S)-(4-(difluoromethyl)oxazol-5-yl)(4-(7-(trifluoromethyl)pyrazolo[1,5-a]pyridin-2-yl)-6,7-dihydro-1H-imidazo[4,5-c]pyridin-5(4H)-yl)methanone